FC=1C=C(CC=2C=C3C(=NNC3=CC2)NC(C2=C(C=C(C=C2)N2CCN(CC2)C2CN(C2)CC=2C=C3C(N(C(C3=CC2)=O)N2C(CCCC2=O)=O)=O)NCCF)=O)C=C(C1)F N-(5-(3,5-difluorobenzyl)-1H-indazol-3-yl)-4-(4-(1-((2-(2,6-dioxopiperidin-yl)-1,3-dioxoisoindolin-5-yl)methyl)azetidin-3-yl)piperazin-1-yl)-2-((2-fluoroethyl)amino)benzamide